FC(CN1CC(NCC1)C1=CC=C(C2=C1OCC(N2)=O)C(=O)OC)F methyl 8-(4-(2,2-difluoroethyl)piperazin-2-yl)-3-oxo-3,4-dihydro-2H-benzo[b][1,4]oxazine-5-carboxylate